N-(2-methoxyethylamino)-6-((3-(5-methoxymethylisoxazol-3-yl)-[1,2,4]triazolo[3,4-a]phthalazin-6-oxy)methylene)nicotinamide COCCNNC(C1=CNC(C=C1)=COC1=NN2C(C3=CC=CC=C13)=NN=C2C2=NOC(=C2)COC)=O